FC=1C=C(C=CC1N1CCC(CC1)N(C)C)[N+](=O)[O-] 3-fluoro-4-(4-dimethylaminopiperidin-1-yl)nitrobenzene